2-(1-(4-fluoro-2-(trifluoromethyl)benzoyl)-4-(4-(2-((1-methyl-1H-pyrazol-4-yl)amino)-[1,2,4]triazolo[1,5-a]pyridin-5-yl)-1H-pyrazol-1-yl)piperidin-4-yl)acetonitrile FC1=CC(=C(C(=O)N2CCC(CC2)(N2N=CC(=C2)C2=CC=CC=3N2N=C(N3)NC=3C=NN(C3)C)CC#N)C=C1)C(F)(F)F